1,1,1-trimethylolhexane triacrylate C(C=C)(=O)O.C(C=C)(=O)O.C(C=C)(=O)O.C(O)C(CCCCC)(CO)CO